Cl.Cl.N1=C(NCC2=CC=CC=C12)SCC1(N2C(SC1)=N[C@H]([C@@H]2C2=CC=CC=C2)C2=CC=CC=C2)O trans-3-(((3,4-dihydroquinazolin-2-yl)thio)methyl)-5,6-diphenyl-2,3,5,6-tetrahydroimidazo[2,1-b]thiazol-3-ol dihydrochloride